2-chloro-9-(tetrahydro-2H-pyran-4-yl)-6H-imidazo[2,1-f]purin-7(9H)-one ClC=1N=CC=2N3C(N(C2N1)C1CCOCC1)=NC(C3)=O